2-(1-Phenylvinyl)naphthalene C1(=CC=CC=C1)C(=C)C1=CC2=CC=CC=C2C=C1